1-(2-Fluorophenethyl)-2,2-diphenylaziridine FC1=C(CCN2C(C2)(C2=CC=CC=C2)C2=CC=CC=C2)C=CC=C1